CC(=CCC1=C(C=C(C(=C1O)C=1C=NC2=CC=CC=C2C1)CCCCC)O)CCC=C(C)C 2-(3,7-dimethylocta-2,6-dien-1-yl)-5-pentyl-4-(quinolin-3-yl)benzene-1,3-diol